4-[(5R)-5H-pyrrolo[1,2-c]imidazole-5-yl]-3-fluoro-benzonitrile C1=C2N(C=N1)[C@H](C=C2)C2=C(C=C(C#N)C=C2)F